tert-butyl (2-bromo-6-formyl-3-methoxyphenyl)carbamate BrC1=C(C(=CC=C1OC)C=O)NC(OC(C)(C)C)=O